2-amino-5-chloro-4-pyrrolidin-3-yl-thiophene-3-carbonitrile NC=1SC(=C(C1C#N)C1CNCC1)Cl